C[C@H]1[C@H]([C@H]([C@@H]([C@@H](O1)O[C@H]2[C@H]([C@H](O[C@H]([C@@H]2O)O[C@@H]3[C@H](O[C@H]([C@@H]([C@H]3O)O)O)CO)CO)O)O)O)O The molecule is a trisaccharide consisting that is beta-lactose in which the hydroxy group at the 3' position has been converted into the corresponding alpha-L-fucopyranosyl derivative. It derives from a beta-lactose and an alpha-L-fucose.